CC1=CC=C(O1)[C@@H](C)N (R)-1-(5-methylfuran-2-yl)ethan-1-amine